FC1=C(C=CC(=C1C1=CC=C2C(=NNC2=C1F)C=1NC=CN1)F)NS(=O)(=O)C=1C(=NN(C1)C(F)F)C N-(2,4-difluoro-3-(7-fluoro-3-(1H-imidazol-2-yl)-1H-indazol-6-yl)phenyl)-1-(difluoromethyl)-3-methyl-1H-pyrazole-4-sulfonamide